CC/1(N(CC\C1=C/C#C[Si](C)(C)C)C(=O)OC(C)(C)C)C Tert-butyl (3E)-2,2-dimethyl-3-[3-(trimethylsilyl)prop-2-yn-1-ylidene]pyrrolidine-1-carboxylate